ClC=1C(=C(C=CC1)NC(C1=CC(=C(C=C1)C)N1N=CC(=C1)C=1C=CC=C2C(=NC=NC12)NCC1=C(C=C(C=C1)OC)OC)=O)F N-(3-chloro-2-fluorophenyl)-3-(4-(4-((2,4-dimethoxybenzyl)amino)quinazolin-8-yl)-1H-pyrazol-1-yl)-4-methylbenzamide